NC=1C=C(C=C2C=C(N=CC12)NC(C[C@H]1NCCOC1)=O)C=1C=NC=CC1C |r| (±)-N-(8-amino-6-(4-methylpyridin-3-yl)isoquinolin-3-yl)-2-(morpholin-3-yl)acetamide